FC=1C(=CC=2C3=C(C=NC2C1)N(C(N3C(C)C)=O)C)C=3C=NC(=CC3)OCCCN3CCCCC3 7-fluoro-1,3-dihydro-3-methyl-1-(1-methylethyl)-8-[6-[3-(1-piperidinyl)propoxy]-3-pyridinyl]-2H-imidazo[4,5-c]quinolin-2-one